FC1=C(C=C(C(=C1)F)C1=NC(=CC2=C1C=CN2CC(C)C)NC=2SC(=CN2)C)NC(C=C)=O N-(2,4-difluoro-5-(1-isobutyl-6-((5-methylthiazol-2-yl)amino)-1H-pyrrolo[3,2-c]pyridin-4-yl)phenyl)acrylamide